(1-adamantyl)methanone C12(CC3CC(CC(C1)C3)C2)C=O